BrC(CC(=O)NC1=CC=CC=C1)CCC1=CC=CC=C1 3-bromo-N,5-diphenylvaleramide